FC(C(=O)C=1NC=CC1)(F)F 2-(trifluoroacetyl)pyrrole